methyl 5-[4-(tert-butoxycarbonyl)piperazin-1-yl]-2-methylquinoline-8-carboxylate C(C)(C)(C)OC(=O)N1CCN(CC1)C1=C2C=CC(=NC2=C(C=C1)C(=O)OC)C